1'-[2-(difluoromethyl)phenyl]-2-(2-ethoxypyridin-3-yl)-7-[[(2R)-pyrrolidin-2-yl]methyl]spiro[6,8-dihydro-1,7-naphthyridine-5,4'-piperidine] formate salt C(=O)O.FC(C1=C(C=CC=C1)N1CCC2(CC1)C=1C=CC(=NC1CN(C2)C[C@@H]2NCCC2)C=2C(=NC=CC2)OCC)F